C(C)(C)(C)OC(=O)N[C@H]1CN(CC[C@@H]1O)C(=O)OCC1=CC=CC=C1 benzyl (3S,4S)-3-[(tert-butoxycarbonyl) amino]-4-hydroxypiperidine-1-carboxylate